Tert-butyl (1-(4-cyclopropylphenyl)-2-oxo-2-(((R)-1-(5-(trifluoromethyl)pyridin-3-yl)pyrrolidin-3-yl)amino)ethyl)carbamate C1(CC1)C1=CC=C(C=C1)C(C(N[C@H]1CN(CC1)C=1C=NC=C(C1)C(F)(F)F)=O)NC(OC(C)(C)C)=O